dimethyltrimethylsilylamine CN([Si](C)(C)C)C